1-((1S,4aS,4bR,6aR,8R,10aS,10bR,12aS)-8-hydroxy-8-methyloctadecahydrochrysen-1-yl)-ethanone O[C@]1(C[C@H]2CC[C@H]3[C@@H]4CCC[C@@H]([C@H]4CC[C@@H]3[C@H]2CC1)C(C)=O)C